C(C(C)C)C1=CC=C(C=C1)C(C(=O)Cl)C 2-(4-isobutylphenyl)propanoyl chloride